NC1=C(C=C(C=N1)C=1C=NC=CC1)O[C@H](C)C=1C=C(C=CC1)NC(C1=CC(=CC(=C1)C)C)=O (R)-N-(3-(1-((6-amino-[3,3-bipyridin]-5-yl)oxy)ethyl)phenyl)-3,5-dimethylbenzamide